C(C1=CC=CC=C1)OC1=NC(=CC=C1C1=NN2CCCC3=C(C=CC1=C23)O)OCC2=CC=CC=C2 2-(2,6-bis(benzyloxy)pyridin-3-yl)-7,8-dihydro-6H-pyrazolo[4,5,1-ij]Quinolin-5-ol